FC1=C(C(=CC=C1)O)C1=CC=C(C=C1)S(=O)(=O)Cl 2'-fluoro-6'-hydroxy-[1,1'-biphenyl]-4-sulfonyl chloride